O1C(=NN=C1)C=1N=C2N(C=3N=C(C=C(C3C=C2)C2CN(CC2)C(=O)OC(C)(C)C)C(C(F)(F)F)(F)F)C1 tert-butyl 3-[8-(1,3,4-oxadiazol-2-yl)-2-(1,1,2,2,2-pentafluoroethyl)imidazo[1,2-a]1,8-naphthyridin-4-yl]pyrrolidine-1-carboxylate